FC1=C(C=CC(=C1)F)NC(C1=C(C=CC=C1)C)=O N-(2,4-difluorophenyl)-2-methylbenzamide